C1(=CC=CC=C1)C(CC)=O 1-phenylpropan-1-one